N-[5-(azepan-1-yl)-1,3,4-thiadiazol-2-yl]-2-{methyl[2-(pyridin-2-yl)-5H,6H,7H-cyclopenta[d]pyrimidin-4-yl]amino}acetamide N1(CCCCCC1)C1=NN=C(S1)NC(CN(C=1C2=C(N=C(N1)C1=NC=CC=C1)CCC2)C)=O